2-(piperidin-4-yl)-1,2,3,4-tetrahydroisoquinoline dihydrochloride Cl.Cl.N1CCC(CC1)N1CC2=CC=CC=C2CC1